N-((5-bromo-4-methylthiophene-3-yl)methyl)-3-oxo-2,8-diazaspiro[4.5]decane-8-carboxamide BrC1=C(C(=CS1)CNC(=O)N1CCC2(CC(NC2)=O)CC1)C